FC=1C(=NC(=NC1)N[C@H]1[C@@H](COCC1)O)C=1C=C2C(=C(C=NC2=CC1)[C@@H](C)O)C(C)C (3S,4R)-4-((5-fluoro-4-(3-((R)-1-hydroxyethyl)-4-isopropylquinolin-6-yl)pyrimidin-2-yl)amino)tetrahydro-2H-pyran-3-ol